O=C1NC(CCC1N1C(C2=CC=C(C=C2C1)N1CCN(CC1)C(=O)C1=CC=C(C=C1)CC(=O)O)=O)=O 2-(4-(4-(2-(2,6-dioxopiperidin-3-yl)-1-oxoisoindolin-5-yl)piperazine-1-carbonyl)phenyl)acetic acid